7-bromo-1,2,3,4-tetrahydro-9-aminoacridine BrC1=CC=C2N=C3CCCCC3=C(C2=C1)N